F[B-](F)(F)F.C[N+]1=CC=CC=C1 1-methylpyridin-1-ium Tetrafluoroborate